N1=CCC(C2=CC(=CC=C12)N)([2H])[2H] Quinolin-4,4-d2-6-amine